(2-amino-5-(3,5-dimethyl-4-(4-methylpiperazin-1-yl)phenyl)pyridin-3-yl)-2-methylisoquinolin-1(2H)-one NC1=NC=C(C=C1C=1N(C(C2=CC=CC=C2C1)=O)C)C1=CC(=C(C(=C1)C)N1CCN(CC1)C)C